1,6,6-Trimethyl-N-(2-methyl-1,3-benzoxazol-6-yl)-2-oxo-7,8-dihydro-5H-quinoline-3-carboxamide CN1C(C(=CC=2CC(CCC12)(C)C)C(=O)NC1=CC2=C(N=C(O2)C)C=C1)=O